3-(2,6-bis(benzyloxy)pyridin-3-yl)-6-(1,3-dioxolan-2-yl)-1-methyl-1H-indazole C(C1=CC=CC=C1)OC1=NC(=CC=C1C1=NN(C2=CC(=CC=C12)C1OCCO1)C)OCC1=CC=CC=C1